6-fluoro-1-methyl-1H-indole-3-carboxamide FC1=CC=C2C(=CN(C2=C1)C)C(=O)N